1,5-diamino-3-methylpentane NCCC(CCN)C